FC=1C=C2C(=NC1)CN(C2)C(=O)NC2=CC=C(C=C2)C2CCC(CC2)NC(C(=O)OCC)=O ethyl 2-(((1r,4r)-4-(4-(3-fluoro-6,7-dihydro-5H-pyrrolo[3,4-b]pyridine-6-carboxamido)phenyl)cyclohexyl)amino)-2-oxoacetate